tert-butyl ((R)-4-(6-chloro-8-fluoro-2-(((2R,7aS)-2-fluorotetrahydro-1H-pyrrolizin-7a(5H)-yl)methoxy)-4-hydroxyquinazolin-7-yl)-3-cyano-7-fluorobenzo[b]thiophen-2-yl)carbamate ClC=1C=C2C(=NC(=NC2=C(C1C1=CC=C(C=2SC(=C(C21)C#N)NC(OC(C)(C)C)=O)F)F)OC[C@]21CCCN1C[C@@H](C2)F)O